tert-butyl (R)-3-(4-(3-hydroxy-2-oxopyrrolidin-1-yl)-1-(4-(trifluoromethoxy)phenyl)-1H-pyrazolo[3,4-b]pyridin-3-yl)azetidine-1-carboxylate O[C@H]1C(N(CC1)C1=C2C(=NC=C1)N(N=C2C2CN(C2)C(=O)OC(C)(C)C)C2=CC=C(C=C2)OC(F)(F)F)=O